FC1=C(C=CC(=C1)F)NC(=O)NC1=CC(=C(C=C1)OC)C=1N(N=CC1F)C 1-(2,4-Difluoro-phenyl)-3-[3-(4-fluoro-2-methyl-2H-pyrazol-3-yl)-4-methoxy-phenyl]-urea